2-((1R,2S)-1-(3-cyano-1-methyl-1H-pyrazol-4-yl)-1-(2-cyanophenyl)propan-2-yl)-5-hydroxy-N-(isoxazol-4-yl)-1-methyl-6-oxo-1,6-dihydropyrimidine-4-carboxamide C(#N)C1=NN(C=C1[C@H]([C@H](C)C=1N(C(C(=C(N1)C(=O)NC=1C=NOC1)O)=O)C)C1=C(C=CC=C1)C#N)C